(E)-1-(3-(3-(3-cyanophenyl)-1-phenyl-1H-pyrazol-4-yl)acryloyl)piperidine-2-carboxamide C(#N)C=1C=C(C=CC1)C1=NN(C=C1/C=C/C(=O)N1C(CCCC1)C(=O)N)C1=CC=CC=C1